tert-butyl 8-(4-((2-(trimethylsilyl) ethoxy) methoxy)-9-((2-(trimethylsilyl) ethoxy) methyl)-9H-pyrimido[4,5-b]indol-7-yl)-2,8-diazaspiro[4.5]decane-2-carboxylate C[Si](CCOCOC1=NC=NC=2N(C3=CC(=CC=C3C21)N2CCC1(CCN(C1)C(=O)OC(C)(C)C)CC2)COCC[Si](C)(C)C)(C)C